FC(C=1C=C(C=CC1F)C1=CN=CC(=N1)CN1C(OC[C@@H]1C)=O)F (4S)-3-[[6-[3-(Difluoromethyl)-4-fluoro-phenyl]pyrazin-2-yl]methyl]-4-methyl-oxazolidin-2-one